[N+](=O)([O-])C=1C=NN(C1)C(C)C=1C=CC(=NC1)C(C)(C)O 2-(5-(1-(4-nitro-1H-pyrazol-1-yl)ethyl)pyridin-2-yl)propan-2-ol